CN1C(=NC2=C1C=C(C=C2C)C)C2=CC=C(C=C2)NC(=O)C2CCCCC2 N-(4-(1,4,6-trimethyl-1H-benzo[d]imidazol-2-yl)phenyl)cyclohexanecarboxamide